5-Chloro-N3,4,6-trimethylisoxazolo[5,4-b]pyridin-3-amin ClC=1C(=C2C(=NC1C)ON=C2NC)C